N-(4-(3-Hydroxyphenyl)thiazol-2-yl)-2-((4-oxo-3-phenethyl-3,4-dihydropteridin-2-yl)thio)acetamide OC=1C=C(C=CC1)C=1N=C(SC1)NC(CSC1=NC2=NC=CN=C2C(N1CCC1=CC=CC=C1)=O)=O